(4-chlorophenyl)-3-(1-hydroxypropan-2-yl)-8-(pyridin-3-yl)pyrido[3,4-d]pyrimidin-4(3H)-one ClC1=CC=C(C=C1)C=1N(C(C2=C(N1)C(=NC=C2)C=2C=NC=CC2)=O)C(CO)C